2-(diethoxyphosphoryl)-3-methylbutanoic acid ethyl ester C(C)OC(C(C(C)C)P(=O)(OCC)OCC)=O